2-((3-trifluoromethylphenyl)amino)nicotinic acid FC(C=1C=C(C=CC1)NC1=C(C(=O)O)C=CC=N1)(F)F